(R)-2-((6-(2-(acetamidomethyl)-5,5-difluoropiperidine-1-carbonyl)-5-methylpyridin-2-yl)amino)-N-methyl-isonicotinamide C(C)(=O)NC[C@@H]1N(CC(CC1)(F)F)C(=O)C1=C(C=CC(=N1)NC=1C=C(C(=O)NC)C=CN1)C